6-Amino-N-(2-chloro-6-(difluoromethoxy)-4-(perfluoropropan-2-yl)phenyl)pyridinecarboxamide NC1=CC=CC(=N1)C(=O)NC1=C(C=C(C=C1OC(F)F)C(C(F)(F)F)(C(F)(F)F)F)Cl